2-acryloylthio-n-hexylthio-5-isopropylthio-1,3,4-thiadiazole C(C=C)(=O)SC(CSC=1SC(=NN1)SC(C)C)CCCC